pentaerythritol pentakis(3-mercaptopropionate) SCCC(=O)O.SCCC(=O)O.SCCC(=O)O.SCCC(=O)O.SCCC(=O)O.OCC(CO)(CO)CO